9,9',9''-((4-(2-(2,6-diphenylpyrimidin-4-yl)phenyl)-5-(o-tolyl)pyridine-2,3,6-triyl)tris(benzene-4,1-diyl))tris(3-methyl-9H-carbazole) C1(=CC=CC=C1)C1=NC(=CC(=N1)C1=C(C=CC=C1)C1=C(C(=NC(=C1C1=C(C=CC=C1)C)C1=CC=C(C=C1)N1C2=CC=CC=C2C=2C=C(C=CC12)C)C1=CC=C(C=C1)N1C2=CC=CC=C2C=2C=C(C=CC12)C)C1=CC=C(C=C1)N1C2=CC=CC=C2C=2C=C(C=CC12)C)C1=CC=CC=C1